5-(2-chlorobenzyl)-4,5,6,7-tetrahydrothienopyridine ClC1=C(CC2NC3=C(CC2)SC=C3)C=CC=C1